3-amino-2-(3-hydroxy-2,6-dimethylphenyl)-9-methyl-2,6,11-triazatricyclo[6.3.1.0{4,12}]dodeca-1(11),3,8(12),9-tetraen-5-one NC=1N(C2=NC=C(C=3CNC(C1C23)=O)C)C2=C(C(=CC=C2C)O)C